C[C@H]([C@@H](C(=O)N[C@@H](CC1=CC=C(C=C1)O)C(=O)O)N)O The molecule is a dipeptide composed of L-threonine and L-tyrosine joined by a peptide linkage. It has a role as a metabolite. It derives from a L-threonine and a L-tyrosine.